para-acetoxystyrene C(C)(=O)OC1=CC=C(C=C)C=C1